CC1=CC(=NC=C1C#N)N1N=CC(=C1)CN1C[C@@H](N[C@@H](C1)C=1C(=C2C(OC(C2=CC1)=O)([2H])[2H])C)C 4-methyl-6-(4-(((3S,5R)-3-methyl-5-(4-methyl-1-oxo-1,3-dihydroisobenzofuran-5-yl-3,3-d2)piperazin-1-yl)methyl)-1H-pyrazol-1-yl)nicotinonitrile